C[Si](C)(C)CC1=C(CCC=CCC1)C[Si](C)(C)C bis[(trimethylsilyl)methyl](1,5-cyclooctadiene)